5-(cyclopentylmethyl)-4H-1,2,4-triazole-3-carboxamide C1(CCCC1)CC=1NC(=NN1)C(=O)N